ClC=1N=C2C(=NC1)N(C=C2C=2N=C(C1=C(N2)SC=C1)N[C@@H]1[C@H](C2CCC1CC2)C(=O)OCC)C(C2=CC=CC=C2)(C2=CC=CC=C2)C2=CC=CC=C2 (2S,3S)-ethyl 3-((2-(2-chloro-5-trityl-5H-pyrrolo[2,3-b]pyrazin-7-yl)thieno[2,3-d]pyrimidin-4-yl)amino)bicyclo[2.2.2]octane-2-carboxylate